CN(C(=O)[C@@H](CC(=O)OC(C)(C)C)CC=C)[C@H](CNS(=O)(=O)C1=CC=C(C=C1)[N+](=O)[O-])C tert-Butyl (R)-3-(methyl((S)-1-((4-nitrophenyl)sulfonamido)propan-2-yl)carbamoyl)hex-5-enoate